COC(C1=C(C(=CC(=C1)I)OC)N)=O 2-amino-5-iodo-3-methoxy-benzoic acid methyl ester